N[C@@H](C(=O)N[C@@H](CC1=CC(=C(C=C1)F)F)C(NCC1=CN=C2NC=C(C=C21)Cl)=O)CCCCN2CCCCC2 (2R)-2-amino-N-[(1S)-1-[({5-chloro-7H-pyrrolo[2,3-b]pyridin-3-yl}methyl)carbamoyl]-2-(3,4-difluorophenyl)ethyl]-6-(piperidin-1-yl)hexanamide